NCC1CC(C1)C(=O)N1CCN(CC1)C(=O)C1=C(C=C(C=C1)NC(=O)C=1N(C(=CN1)C=1C(=NC(=C(C1)F)N(C)C)F)C)Cl N-[4-[4-[3-(aminomethyl)cyclobutanecarbonyl]piperazine-1-carbonyl]-3-chloro-phenyl]-5-[6-(dimethylamino)-2,5-difluoro-3-pyridyl]-1-methyl-imidazole-2-carboxamide